N,N'-diethyl-1,4-benzoquinone diimine C(C)N=C1C=CC(C=C1)=NCC